4-(4-acryloylpiperazin-1-yl)-7-(5-amino-2,3,4-trifluorophenyl)-6-chloro-1-(2-isopropyl-4-methylpyridin-3-yl)-2-oxo-1,2-dihydro-1,8-naphthyridine-3-carbonitrile C(C=C)(=O)N1CCN(CC1)C1=C(C(N(C2=NC(=C(C=C12)Cl)C1=C(C(=C(C(=C1)N)F)F)F)C=1C(=NC=CC1C)C(C)C)=O)C#N